(S)-1-(2-(6-fluoro-1H-indole-3-carbonyl)thiazol-4-yl)propyl 4-morpholinobutanoate hydrochloride Cl.O1CCN(CC1)CCCC(=O)O[C@@H](CC)C=1N=C(SC1)C(=O)C1=CNC2=CC(=CC=C12)F